C(#N)C1=CC=C(C=C1)[C@@H]1N(CCCC1)C(=O)NC\C=C\S(=O)(=O)C (R,E)-2-(4-cyanophenyl)-N-(3-(methylsulfonyl)allyl)piperidine-1-carboxamide